C(C)(C)(C)N1C=C(C=C1)C(=O)NCC1=NC(=NO1)C=1N(C2=CC=CC(=C2C1)NC1CCC(CC1)F)CC(F)(F)F 1-tert-butyl-N-{[3-(4-{[(1s,4s)-4-fluorocyclohexyl]amino}-1-(2,2,2-trifluoroethyl)-1H-indol-2-yl)-1,2,4-oxadiazol-5-yl]methyl}-1H-pyrrole-3-carboxamide